[(E)-[amino-[3-[(2S)-2-(benzenesulfonamido)-2-(1,3-benzothiazol-2-yl)ethyl]phenyl]methylene]amino] acetate C(C)(=O)O/N=C(\C1=CC(=CC=C1)C[C@@H](C=1SC2=C(N1)C=CC=C2)NS(=O)(=O)C2=CC=CC=C2)/N